C1=C(C=CC=2C3=CC=CC=C3C3(C12)C1=CC=CC=C1C=1C=CC=CC13)B(O)O 9,9'-spirobifluorene-2-boronic acid